[Se-2].[Mg+2] Magnesium selenid